6-[(2S)-2-aminopropoxy]-N-cyclopropyl-7-methyl-indane-4-carboxamide N[C@H](COC=1C=C(C=2CCCC2C1C)C(=O)NC1CC1)C